ClC=1C=CC(=C(C(=O)NC2=CC=C(C=C2)OC2=CC=C(C=C2)Cl)C1)OC 5-chloro-N-(4-(4-chlorophenoxy)phenyl)-2-methoxybenzamide